4-ethoxymethyl-cubane C(C)OCC12C3C4C5C(C14)C2C53